N-(4-methoxyphenyl)-N-propyl-4-trifluoromethylquinolin-2-amine COC1=CC=C(C=C1)N(C1=NC2=CC=CC=C2C(=C1)C(F)(F)F)CCC